NC=1C2=C(N=CN1)N(C=C2C(=O)NC2=C(C=C(C=C2)COC)OC)C(C)(C)C 4-amino-7-(tert-butyl)-N-(2-methoxy-4-(methoxymethyl)phenyl)-7H-pyrrolo[2,3-d]pyrimidine-5-carboxamide